O=C(CCCN(C=1C=C(C(NN1)=O)C(F)(F)F)CCC)N1CCN(CC1)C1=NC=C(C=N1)C(F)(F)F 6-((4-oxo-4-(4-(5-(trifluoromethyl)pyrimidin-2-yl)piperazin-1-yl)butyl)(propyl)amino)-4-(trifluoromethyl)pyridazin-3(2H)-one